S-(2-formyl-6-methyl-phenyl) ethanethioate C(C)(SC1=C(C=CC=C1C)C=O)=O